FC(COCC(F)F)F bis-fluoroethyl ether